FC1([C@H]([C@H](CCC1)O)N1CC=2N=C(N=C(C2C1=O)OC)NC(OC(C)(C)C)=O)F tert-butyl (6-((1S,6S)-2,2-difluoro-6-hydroxycyclohexyl)-4-methoxy-5-oxo-6,7-dihydro-5H-pyrrolo[3,4-d]pyrimidin-2-yl)carbamate